methyl 6-((2-(3-((tert-butoxycarbonyl)(6-methoxy-3-nitropyridin-2-yl)amino)propyl)-3,4-difluorophenyl)amino)-2-fluoro-3-(trifluoromethyl)benzoate C(C)(C)(C)OC(=O)N(CCCC1=C(C=CC(=C1F)F)NC1=CC=C(C(=C1C(=O)OC)F)C(F)(F)F)C1=NC(=CC=C1[N+](=O)[O-])OC